ClC1=C(C=C(C=C1OC)OC)C1=CC2=C(N=C(N=C2)S(=O)(=O)C)N(C1=O)C 6-(2-chloro-3,5-dimethoxyphenyl)-8-methyl-2-(methylsulfonyl)pyrido[2,3-d]pyrimidin-7(8H)-one